6-[(7S)-2-{3-[4-(1-Methyl-1H-imidazol-2-yl)phenyl]-1H-pyrazolo[3,4-b]pyridin-5-yl}-6,7,8,9-tetrahydro-5H-benzo[7]annulen-7-yl]-3-oxa-6-azabicyclo[3.1.1]heptane CN1C(=NC=C1)C1=CC=C(C=C1)C1=NNC2=NC=C(C=C21)C=2C=CC1=C(CC[C@H](CC1)N1C3COCC1C3)C2